2-(2-((1S*,2S*)-2-Carbamoylcyclopropyl)-1-(4-(4-Carboxyphenyl)-1H-pyrazol-1-yl)ethyl)-5-(5-chloro-2-(1H-tetrazol-1-yl)phenyl)pyridine 1-oxide C(N)(=O)[C@@H]1[C@@H](C1)CC(N1N=CC(=C1)C1=CC=C(C=C1)C(=O)O)C1=[N+](C=C(C=C1)C1=C(C=CC(=C1)Cl)N1N=NN=C1)[O-] |o1:3,4|